N,N-dimethyl-1-naphthalenamine CN(C1=CC=CC2=CC=CC=C12)C